imidazoledicarboxylic acid dichloride N1C(=NC(=C1)C(=O)Cl)C(=O)Cl